N-[4-[(E)-3-(4-Hydroxy-3-methoxyphenyl)prop-2-enoyl]phenyl]-3-[3-[[4-[(E)-3-(4-hydroxy-3-methoxyphenyl)prop-2-enoyl]phenyl]sulfamoyl]benzoyl]benzenesulfonamide OC1=C(C=C(C=C1)/C=C/C(=O)C1=CC=C(C=C1)NS(=O)(=O)C1=CC(=CC=C1)C(C1=CC(=CC=C1)S(NC1=CC=C(C=C1)C(\C=C\C1=CC(=C(C=C1)O)OC)=O)(=O)=O)=O)OC